C(C)C1(C=CC=C1)[W](N=O)(=C=O)=C=O ethylcyclopentadienyl-dicarbonylnitrosyl-tungsten